N1C(=CC=2C=NC=CC21)CNC(CN2C(=NC=C(C2=O)NCCCC2=CC=C(C=C2)OC2CS(C2)(=O)=O)C2=CC=CC=C2)=O N-((1H-pyrrolo[3,2-c]pyridine-2-yl)methyl)-2-(5-((3-(4-((1,1-dioxidothietan-3-yl)oxy)phenyl)propyl)amino)-6-oxo-2-phenylpyrimidin-1(6H)-yl)acetamide